2,2,5,7,8-pentamethyl-6-hydroxychromane CC1(OC2=C(C(=C(C(=C2CC1)C)O)C)C)C